2,4,5,6-tetra(diphenylamino)-isophthalonitrile C1(=CC=CC=C1)N(C1=C(C#N)C(=C(C(=C1C#N)N(C1=CC=CC=C1)C1=CC=CC=C1)N(C1=CC=CC=C1)C1=CC=CC=C1)N(C1=CC=CC=C1)C1=CC=CC=C1)C1=CC=CC=C1